(R)-4,4,4-trifluoro-3-hydroxy-3-methylbutanoic acid FC([C@](CC(=O)O)(C)O)(F)F